N-(3',5'-di-tert-butyl-1,1'-biphenyl-4-yl)-N-(1,1'-biphenyl-2-yl)-9,9-dimethyl-9H-fluoren-2-amine C(C)(C)(C)C=1C=C(C=C(C1)C(C)(C)C)C1=CC=C(C=C1)N(C1=CC=2C(C3=CC=CC=C3C2C=C1)(C)C)C1=C(C=CC=C1)C1=CC=CC=C1